N-(2-(2,6-dioxopiperidin-3-yl)-1-oxo-6-(trifluoromethyl)isoindolin-5-yl)acetamide O=C1NC(CCC1N1C(C2=CC(=C(C=C2C1)NC(C)=O)C(F)(F)F)=O)=O